COC=1N=CC2=C(N1)CCN(C2)C(=O)C2=C(OC=1N=CN=C(C12)NC1(CC1)C)C 5-{2-methoxy-5h,6h,7h,8h-pyrido[4,3-d]pyrimidine-6-carbonyl}-6-methyl-N-(1-methylcyclopropyl)furo[2,3-d]pyrimidin-4-amine